C1=CC=CC=2C3=CC=CC=C3C(C12)(CO)CO 9,9-fluorenedimethanol